O[C@@H](C(C)=O)C (R)-3-hydroxy-2-butanone